5-chloro-3-((4-chloro-1-methyl-1H-pyrazol-5-yl)methyl)-7-fluoro-2-(4-methoxybenzyl)isoindolin-1-one ClC=1C=C2C(N(C(C2=C(C1)F)=O)CC1=CC=C(C=C1)OC)CC1=C(C=NN1C)Cl